CC1([C@@H]2CCC=3[C@@H]4CC[C@H]([C@@H](CCC=C(C)C)C)[C@]4(CCC3[C@]2(CC[C@@H]1O)C)C)C 4,4-dimethyl-5α-cholesta-8(9),24-dien-3β-ol